O1C(=CC=2CNCCC21)C(=O)OCC ethyl 4,5,6,7-tetrahydrofuro[3,2-c]pyridine-2-carboxylate